(7S,8aS)-2-(3-fluoropyridin-4-yl)-7-(3-(imidazo[1,2-a]pyridin-5-yl)propyl)hexahydropyrrolo[1,2-a]pyrazin-6(2H)-one FC=1C=NC=CC1N1C[C@H]2N(CC1)C([C@H](C2)CCCC2=CC=CC=1N2C=CN1)=O